(1-fluorocyclopropyl)((5s,7s)-7-fluoro-5-phenyl-6,7-dihydro-5H-pyrrolo[1,2-b][1,2,4]triazol-2-yl)methanone FC1(CC1)C(=O)C=1N=C2N(N1)[C@@H](C[C@@H]2F)C2=CC=CC=C2